5-(6-((Z)-((1R,5S)-1,5-dimethyl-9-azabicyclo[3.3.1]nonan-3-ylidene)methyl)-1,2,4-triazin-3-yl)-2-(1H-imidazol-1-yl)pyridin-4-ol C[C@]12CC(C[C@](CCC1)(N2)C)=CC2=CN=C(N=N2)C=2C(=CC(=NC2)N2C=NC=C2)O